C(C1=CC=CC=C1)N1N=C2C(N(CCC2=C1Cl)[C@@H]1C(N(C2=C(OC1)C=C1C(=C2)N(C(N1C(C)C)=O)C(C)C)C)=O)=O (S)-7-(2-benzyl-3-chloro-7-oxo-2,4,5,7-tetrahydro-6H-pyrazolo[3,4-c]pyridin-6-yl)-1,3-diisopropyl-9-methyl-3,6,7,9-tetrahydro-1H-imidazo[4',5':4,5]benzo[1,2-b][1,4]oxazepin-2,8-dione